(S)-3,3'-diphenyl-binaphthol C1(=CC=CC=C1)C1=C(C(=C2C=CC=CC2=C1)C1=CC(=CC2=CC=CC=C12)C1=CC=CC=C1)O